COC(=O)C1=C(C(=NN1C=1SC(=C(N1)C1=CC(=C(C=C1)Cl)Cl)SCCCC)C)CC1=C(C=CC=C1)[N+](=O)[O-] 1-(5-(butylsulfanyl)-4-(3,4-dichlorophenyl)thiazol-2-yl)-3-methyl-4-(2-nitrobenzyl)-1H-pyrazole-5-carboxylic acid methyl ester